CC(C)=NN acetone hydrazone